2-methylthio-N-isopenten-yladenine CSC1=NC(=C2NC=NC2=N1)NC=CC(C)C